C(CCC)[Sn](C1CC1)(CCCC)CCCC tributyl-(cyclopropyl)tin